3-(2-(4-methylpiperazin-1-yl)pyridin-4-yl)-N-(1-(piperidin-4-yl)-1H-pyrazol-4-yl)-1H-pyrrolo[2,3-b]pyridine-5-carboxamide CN1CCN(CC1)C1=NC=CC(=C1)C1=CNC2=NC=C(C=C21)C(=O)NC=2C=NN(C2)C2CCNCC2